(1S,3R)-3-[8-amino-1-(2-ethoxy-4-{[4-(trifluoromethyl)pyridin-2-yl]carbamoyl}phenyl)imidazo[1,5-a]pyrazin-3-yl]-1-(1-methylethyl)cyclopentanecarboxylic acid NC=1C=2N(C=CN1)C(=NC2C2=C(C=C(C=C2)C(NC2=NC=CC(=C2)C(F)(F)F)=O)OCC)[C@H]2C[C@](CC2)(C(=O)O)C(C)C